3,5-di-tert-butyl-salicylidene-2-mercaptoaniline titanium trichloride [Cl-].[Cl-].[Cl-].[Ti+3].C(C)(C)(C)C1=C(C(C=NC2=C(C=CC=C2)S)=CC(=C1)C(C)(C)C)O